ClC1=C(C=CC(=C1)B1OC(C(O1)(C)C)(C)C)N1C(N(C=C1)C([2H])([2H])[2H])=O 1-(2-chloro-4-(4,4,5,5-tetramethyl-1,3,2-dioxaborolan-2-yl)phenyl)-3-(trideuteromethyl)-1H-imidazol-2(3H)-one